sulfo-L-iduronate S(=O)(=O)(O)C(=O)[C@H](O)[C@@H](O)[C@H](O)[C@@H](O)C(=O)[O-]